N-(2-bromo-6-methoxypyridin-3-yl)-2-((4-fluoro-2-(pent-4-en-1-yl)phenyl)-amino)-5-(trifluoromethyl)benzamide BrC1=NC(=CC=C1NC(C1=C(C=CC(=C1)C(F)(F)F)NC1=C(C=C(C=C1)F)CCCC=C)=O)OC